1-(1-ethyl-1H-imidazol-5-yl)methylamine dihydrochloride Cl.Cl.C(C)N1C=NC=C1CN